1-(3-isobutylphenyl)ethanol tert-Butyl-2-[1-(2-ethylsulfanyl-6-methyl-4-oxo-chromen-8-yl)ethylamino]benzoate C(C)(C)(C)C=1C(=C(C(=O)OC(C)C2=CC(=CC=C2)CC(C)C)C=CC1)NC(C)C=1C=C(C=C2C(C=C(OC12)SCC)=O)C